C(C)C1C(C1)CC1C(C1)CC1C(C1)CC1C(C1)CC1C(C1)CC1C(C1)CCC(=O)O 3-(2-((2-((2-((2-((2-((2-ethyl-cyclopropyl)methyl)-cyclopropyl)methyl)cyclopropyl)methyl)cyclopropyl)methyl)cyclopropyl)methyl)cyclopropyl)propanoic acid